1-(1-heptyloxymethyl)-3-(1-butoxymethyl)imidazolium C(CCCCCC)OCN1C=[N+](C=C1)COCCCC